(S)-3-(3-(3-amino-2-(2,5-dioxo-2,5-dihydro-1H-pyrrol-1-yl)propyl)ureido)-N,N-dimethylpropanamide acetate C(C)(=O)O.NC[C@@H](CNC(NCCC(=O)N(C)C)=O)N1C(C=CC1=O)=O